5-{[4-(phenylsulfonyl)-2-thienyl]carbonyl}pyrimidin C1(=CC=CC=C1)S(=O)(=O)C=1C=C(SC1)C(=O)C=1C=NC=NC1